3-bromo-N-(2-(9,9-diphenyl-9H-fluoren-2-yl)phenyl)benzamide BrC=1C=C(C(=O)NC2=C(C=CC=C2)C2=CC=3C(C4=CC=CC=C4C3C=C2)(C2=CC=CC=C2)C2=CC=CC=C2)C=CC1